1-methyl-quinazoline CN1CN=CC2=CC=CC=C12